N-(6-((3-(1-isopropyl-2,3-dihydro-1H-pyrrolo[2,3-c]pyridin-5-yl)-1,2,4-thiadiazol-5-yl)amino)-5-(trifluoromethyl)pyridin-3-yl)-N-methylacetamide C(C)(C)N1CCC=2C1=CN=C(C2)C2=NSC(=N2)NC2=C(C=C(C=N2)N(C(C)=O)C)C(F)(F)F